4-benzyloxy-2-(4-tert-butyl-5-chloro-2-methyl-phenyl)-5-(4-methyl-1H-pyrazol-3-yl)-1,6-naphthyridine C(C1=CC=CC=C1)OC1=CC(=NC2=CC=NC(=C12)C1=NNC=C1C)C1=C(C=C(C(=C1)Cl)C(C)(C)C)C